7-amino-6-(3-methoxy-2,6-dimethylphenyl)-4-[(1-methylhexahydropyridin-4-yl)thio]furo[2,3-d]pyrrolo[2,3-b]pyridine-8-carboxamide NC1=C(C=2C(=NC(=C3C2OC=C3)SC3CCN(CC3)C)N1C1=C(C(=CC=C1C)OC)C)C(=O)N